(5s,6S)-5-hydroxy-6-((R)-5H-imidazo[5,1-a]isoindol-5-yl)-5,6,7,8-tetrahydronaphthalene-2-carbonitrile O[C@@H]1C=2C=CC(=CC2CC[C@H]1[C@H]1N2C(C3=CC=CC=C13)=CN=C2)C#N